6,9-dioxa-3,12-diazatetradecane-1,2,13,14-tetracarboxylic acid trifluoroacetate FC(C(=O)O)(F)F.C(C(NCCOCCOCCNC(CC(=O)O)C(=O)O)C(=O)O)C(=O)O